FC1=C(N=CC=2C3=C(C(=NC12)SC)C=C(N3C3C1CN(C3C1)C(=O)[O-])C)C1=CC(=CC3=CC=CC=C13)OCOC 5-(6-fluoro-7-(3-(methoxymethoxy)naphthalen-1-yl)-2-methyl-4-(methylthio)-1H-pyrrolo[3,2-c][1,6]naphthyridin-1-yl)-2-azabicyclo[2.1.1]hexane-2-carboxylate